p-(OCTYLOXYPHENYL)PHENYLIODONIUM C(CCCCCCC)OC1=C(C=CC=C1)C1=CC=C(C=C1)[IH+]